N[C@H](C(=O)N[C@H](C(=O)OCC)CC(C)C)CCC1=NC2=C(N1C1=CC=CC=C1)C=CC(=C2)N(CCCl)CCCl Ethyl (2S)-2-[[(2S)-2-amino-4-[5-[bis(2-chloroethyl)amino]-1-phenyl-benzimidazol-2-yl]butanoyl]amino]-4-methyl-pentanoate